C(C)O[Si]1(OCC(CO1)C)CCCSC(CCCCCCC)=O thiooctanoic acid S-(2-ethoxy-5-methyl-[1,3,2]dioxasilinan-2-ylpropyl) ester